P(OCCCCCCCCC)(OCCCCCCCCC)OCCCCCCCCC trisnonyl phosphite